Tert-butyl (S)-4-(n-propyl)-3-ethylpiperazine-1-carboxylate C(CC)N1[C@H](CN(CC1)C(=O)OC(C)(C)C)CC